FC(C(=O)O)(F)F.FC=1C=C(C(=O)NCC2CCC(CC2)N2N=C3C=C(C=CC3=C2)C=2C=NC(=CC2)OC)C=C(C1O)F 3,5-difluoro-4-hydroxy-N-({(1r,4r)-4-[6-(6-methoxy-pyridin-3-yl)-2H-indazol-2-yl]cyclohexyl}methyl)benzamide, trifluoroacetate salt